FC(C(=O)O)(F)F.FC1(CCC(CC1)C1=NC=CC(=C1NC(C1=CN=C(C(=C1)F)[C@@H]1NCCC1)=O)C1=C(C=CC(=C1)F)F)F |r| rac-N-(2-(4,4-difluorocyclohexyl)-4-(2,5-difluorophenyl)pyridin-3-yl)-5-fluoro-6-(pyrrolidin-2-yl)nicotinamide trifluoroacetic acid salt